O1C(=CC=C1)CCC(=O)C=1N(C=CC1)C 3-(furan-2-yl)-1-(N-methyl-pyrrol-2-yl)propan-1-one